(1-methylcyclobutyl) 4-[5-[[4-(difluoromethyl)-6-oxo-1H-pyridine-3-carbonyl]amino]-2-fluoro-4-[rac-(3R,5S)-3,4,5-trimethylpiperazin-1-yl]phenyl]-2,3,6,7-tetrahydroazepine-1-carboxylate FC(C=1C(=CNC(C1)=O)C(=O)NC=1C(=CC(=C(C1)C=1CCN(CCC1)C(=O)OC1(CCC1)C)F)N1C[C@H](N([C@H](C1)C)C)C)F |r|